1-(4E,7E,10E,13E,16E,19E-docosahexaenoyl)-2-hexadecanoyl-sn-glycero-3-phosphocholine CCCCCCCCCCCCCCCC(=O)O[C@H](COC(=O)CC/C=C/C/C=C/C/C=C/C/C=C/C/C=C/C/C=C/CC)COP(=O)([O-])OCC[N+](C)(C)C